C(C)(C)(C)OC(=O)NC1=C(C=C(C(=C1)Cl)C(F)(F)F)NS(=O)(=O)C=1C=C(C(=O)OC)C=CC1OC Methyl 3-(N-(2-((tert-butoxycarbonyl)amino)-4-chloro-5-(trifluoromethyl)phenyl)sulfamoyl)-4-methoxybenzoate